C12CN(CC(O1)C2)C2=NC=C(C(=N2)NC2=CC=1C3=C(C(N(C1C=C2)C)=O)OCC([C@@H](N3)C3CC3)(F)F)F (2S)-10-((2-(6-Oxa-3-azabicyclo[3.1.1]heptan-3-yl)-5-fluoropyrimidin-4-yl)amino)-2-cyclopropyl-3,3-difluoro-7-methyl-1,2,3,4-tetrahydro-[1,4]oxazepino[2,3-c]chinolin-6(7H)-on